FC1=C(C=CC(=C1F)OCC1(CC1)F)NC=1C2=C(N=CN1)C=CC(=N2)N2[C@@H]1CN([C@H](C2)C1)C(=O)OC(C)(C)C tert-Butyl (1S,4S)-5-(4-((2,3-difluoro-4-((1-fluorocyclopropyl)methoxy)phenyl)amino)pyrido[3,2-d]pyrimidin-6-yl)-2,5-diazabicyclo[2.2.1]-heptane-2-carboxylate